tert-butyl 2-(hydroxymethyl)-2-methyl-7-azaspiro[3.5]nonane-7-carboxylate OCC1(CC2(C1)CCN(CC2)C(=O)OC(C)(C)C)C